O(S(=O)(=O)C(F)(F)F)CCC(CCCC(C)C)C 3,7-dimethyloctyl triflate